OC1=C(C(=O)C2=C(C=CC=C2O)O)C=CC(=C1O)O 2,3,4,2',6'-pentahydroxybenzophenone